C(C)OC(=O)C1CCC(CC1)CN=C=O Ethyl-4-(isocyanatomethyl)cyclohexanecarboxylate